SC(CC(=O)OCCCCOC(CC(C)S)=O)C 1,4-bis(3-mercaptobutyryloxy)butane